1-(5-fluoro-2-hydroxymethylphenyl)-3-(2-fluoropyridin-4-yl)urea FC=1C=CC(=C(C1)NC(=O)NC1=CC(=NC=C1)F)CO